3-((4-((3-chloro-2,4-difluorophenyl)amino)-6-nitroquinazolin-7-yl)ethynyl)-3-methylpyrrolidine-1-carboxylic acid tert-butyl ester C(C)(C)(C)OC(=O)N1CC(CC1)(C)C#CC1=C(C=C2C(=NC=NC2=C1)NC1=C(C(=C(C=C1)F)Cl)F)[N+](=O)[O-]